C(CCCCCCCCCC)N1CCN(CC1)CC(CO)O 3-(4-undecyl-1-piperazinyl)-1,2-propanediol